N-[5-(1H-benzimidazol-2-yl)-1H-pyrazol-3-yl]-4-methylsulfonyl-benzamide N1C(=NC2=C1C=CC=C2)C2=CC(=NN2)NC(C2=CC=C(C=C2)S(=O)(=O)C)=O